Tert-butyl (3-(4-((4-([1,2,4]triazolo[4,3-c]pyrimidin-7-yloxy)-3-methylphenyl)amino)quinazolin-6-yl)cyclohex-3-en-1-yl)carboxylate N=1N=CN2C=NC(=CC21)OC2=C(C=C(C=C2)NC2=NC=NC1=CC=C(C=C21)C=2CC(CCC2)C(=O)OC(C)(C)C)C